4-ethyl-1-phenylbenzo[4,5]imidazo[1,2-a]pyridine C(C)C=1C=2N(C(=CC1)C1=CC=CC=C1)C1=C(N2)C=CC=C1